NC=1N=C(SC1C(=O)C=1C=NC(=CC1)N1CCC(CC1)C1COC1)N(C1=CC=C(C=C1)F)C(C(=O)N)C (N-[4-amino-5-[6-[4-(oxetan-3-yl)-1-piperidyl]pyridine-3-carbonyl]thiazol-2-yl]-4-fluoro-anilino)propanamide